1,2-bis(iododifluoromethyl)perfluorocyclobutane IC(C1(C(C(C1(F)F)(F)F)(C(F)(F)I)F)F)(F)F